[13CH2](C)O ethanol-13C